NC=1C2=C(N=CN1)N(C(=C2C=2C=NC(=CC2)OC2CC2)C#N)[C@@H](C)C=2N=NN(C2)C2=C(C=C(C=C2)F)F 4-amino-5-[6-(cyclopropoxy)pyridin-3-yl]-7-{(1S)-1-[1-(2,4-difluorophenyl)-1H-1,2,3-triazol-4-yl]ethyl}-7H-pyrrolo[2,3-d]pyrimidine-6-carbonitrile